trideuteriomethyl N-[4-chloro-2-[[(1S)-3-(cyclopropylamino)-2,3-dioxo-1-[[(3S)-2-oxopyrrolidin-3-yl]methyl]propyl]carbamoyl]phenyl]carbamate ClC1=CC(=C(C=C1)NC(OC([2H])([2H])[2H])=O)C(N[C@H](C(C(=O)NC1CC1)=O)C[C@H]1C(NCC1)=O)=O